N-(4-(((2R,5S)-3-(4-cyano-3-(trifluoromethyl)phenyl)-2-(trifluoromethyl)oxazolidin-5-yl)methoxy)phenyl)-2-hydroxyacetamide C(#N)C1=C(C=C(C=C1)N1[C@H](O[C@@H](C1)COC1=CC=C(C=C1)NC(CO)=O)C(F)(F)F)C(F)(F)F